3-(2-(4-(2,4-difluorophenoxy)piperidin-1-yl)-3-(1-methyl-1H-pyrazol-4-yl)pyrido[3,4-b]pyrazin-7-yl)propane-1,2-diol FC1=C(OC2CCN(CC2)C=2N=C3C(=NC2C=2C=NN(C2)C)C=NC(=C3)CC(CO)O)C=CC(=C1)F